(R)-3-(5-(((3R,5S)-1-ethyl-5-methylpiperidin-3-yl)oxy)-1-oxoisoindolin-2-yl)piperidine-2,6-dione C(C)N1C[C@@H](C[C@@H](C1)C)OC=1C=C2CN(C(C2=CC1)=O)[C@H]1C(NC(CC1)=O)=O